C(CCCCCCCCCCC)[N+](C)(CCCCCCCCCCCC)CCCCCCCCCCCC tri-dodecyl-methylammonium